C(C)OC(=O)C=1N(N=C2CC[C@H](CC12)C(F)(F)F)C (R)-2-methyl-5-(trifluoromethyl)-4,5,6,7-tetrahydro-2H-indazole-3-carboxylic acid ethyl ester